FC(C1=CC=C(C=C1)N1C(N([C@H](C1)C#N)C1=CN=CC2=CC=CC=C12)=O)F |r| Racemic-1-(4-(difluoromethyl)phenyl)-3-(isoquinolin-4-yl)-2-oxoimidazoline-4-carbonitrile